1-methyl-3,4-dihydroquinolin-2-one CN1C(CCC2=CC=CC=C12)=O